C[Si](CCOCN1C=CC=2C1=CN=CC2)(C)C (2-(trimethylsilyl)ethoxy)methyl-1H-pyrrolo[2,3-c]pyridine